FC(C=1C=CC(=NC1)O[C@@H](CNC1=NC=NC(=C1Cl)C(F)F)C)(F)F (R)-N-(2-((5-trifluoromethylpyridin-2-yl)oxy)propyl)-5-chloro-6-difluoromethylpyrimidin-4-amine